(S)-N-(1-(2-(3-Amino-3-oxo-propyl)-2-(2-chloroacetyl)hydrazinyl)-4-methyl-1-oxo-pentan-2-yl)-5-methylisoxazole-4-carboxamide NC(CCN(NC([C@H](CC(C)C)NC(=O)C=1C=NOC1C)=O)C(CCl)=O)=O